BrC=1C(=C(NC2CCN(CC2)C(=O)OC(C)(C)C)C=CC1)C#CC tert-butyl 4-[3-bromo-2-(prop-1-yn-1-yl)anilino]piperidine-1-carboxylate